5-(2-((R or S)-3-(2-ethoxy-1,1,1,3,3,3-hexafluoropropan-2-yl)-3-(2-(5-fluorothiophen-2-yl)ethyl)pyrrolidin-1-yl)butan-2-yl)-2-methylpyridine C(C)OC(C(F)(F)F)(C(F)(F)F)[C@]1(CN(CC1)C(C)(CC)C=1C=CC(=NC1)C)CCC=1SC(=CC1)F |o1:12|